N1CCC=2C1=NC=CC2OC2=C(C=C(C=C2)N2C(N(CC2=O)C=2C=NC=C(C2)C(F)(F)F)=O)CC 3-[4-(2,3-dihydro-1H-pyrrolo[2,3-b]pyridin-4-yloxy)-3-ethylphenyl]-1-[5-(trifluoromethyl)-3-pyridinyl]-2,4-imidazolidinedione